CC1CCC(OC1C1=CC=C(C=C1)C)OCCO 2-((5-Methyl-6-(p-tolyl)tetrahydro-2H-pyran-2-yl)oxy)ethan-1-ol